Cis-2-Undecenoic Acid C(\C=C/CCCCCCCC)(=O)O